2-amino-3-(4-(phosphonomethyl)phenyl)propanoic acid NC(C(=O)O)CC1=CC=C(C=C1)CP(=O)(O)O